NC1=NN2C(N=CC=C2)=C1C(=O)N[C@H](C)C=1N(C(C=2C(=CC=C3C2C1CCC3)C#C)=O)C3=CC=CC=C3 (R)-2-amino-N-(1-(9-ethynyl-1-oxo-2-phenyl-2,4,5,6-tetrahydro-1H-benzo[de]isoquinolin-3-yl)ethyl)pyrazolo[1,5-a]pyrimidine-3-carboxamide